CCC1=CC=CC=C1CC diEthylbenzene